C(C)(C)(C)OC(=O)N1CCN(CC1)CCOC1=C(C(=C(C=C1)C=1N(C2=NC=NC(=C2N1)OC1(CC1)C)CC1=CC=CC=C1)Cl)Cl.FC1=C2C=CNC2=CC(=C1)F 4,6-difluoroindole tert-butyl-4-(2-(4-(9-benzyl-6-(1-methylcyclopropoxy)-9H-purin-8-yl)-2,3-dichlorophenoxy)ethyl)piperazine-1-carboxylate